S1C2=C(C=C1)C=C(C=C2)CN2C(N(C=1N=C(N(C1C2=O)C)Br)C)=O 1-(benzo[b]thiophen-5-ylmethyl)-8-bromo-3,7-dimethyl-3,7-dihydro-1H-purine-2,6-dione